C(C)(C)(C)OC(=O)N[C@@H](CN1C(C=2C=C3C(=CC2CC1)N(C(=N3)C=3N(C1=CC(=CC=C1C3)C(=O)OC)CC3CC3)C)=O)CF (S)-methyl 2-(6-(2-((tert-Butoxycarbonyl) amino)-3-fluoropropyl)-1-methyl-5-oxo-5,6,7,8-tetrahydro-1H-imidazo[4,5-g]isoquinolin-2-yl)-1-(cyclopropylmethyl)-1H-indole-6-carboxylate